ClC1=CC2=C(C(=N1)N1CC(CC1)(F)F)C(N(C2)[C@@H](C)C2CC2)=O (S)-6-chloro-2-(1-cyclopropylethyl)-4-(3,3-difluoropyrrolidin-1-yl)-1,2-dihydro-3H-pyrrolo[3,4-c]pyridin-3-one